FC1=C(C(=C(C(=C1[B-](C1=C(C(=C(C(=C1F)F)F)F)F)(C1=C(C(=C(C(=C1F)F)F)F)F)C1=C(C(=C(C(=C1F)F)F)F)F)F)F)F)F.FC1=C(C(=C(C(=C1[NH+](CCCCCCCCCCCCCCCCCC)CCCCCCCCCCCCCCCCCC)F)F)F)F (pentafluorophenyl)dioctadecyl-ammonium tetrakis(pentafluorophenyl)borate